[Mg+2].C(CC)(=O)[O-].C(CC)(=O)[O-] propionic acid magnesium salt